C(=CC)N1C[C@@H](CCC1)N1N=C(C=2C1=NC=NC2N)C2=CC=C(C1=C2OCO1)NC(C1=CC(=C(C=C1)OC)OC)=O (R)-N-(7-(1-(1-propenylpiperidin-3-yl)-4-amino-1H-pyrazolo[3,4-d]pyrimidin-3-yl)benzo[d][1,3]dioxol-4-yl)-3,4-dimethoxybenzamide